CNC(C1=NC=C(C=C1)N1CCC(CC1)N1CC(CC1)C=1NC(C=2N(C1)C(=CC2)C)=O)=O N-methyl-5-(4-(3-(6-methyl-1-oxo-1,2-dihydropyrrolo[1,2-a]pyrazin-3-yl)pyrrolidin-1-yl)piperidin-1-yl)picolinamide